C(=C)OC(CCCCCCCCCCCCC)=O.C(#N)C1(C(CNC1C1=CC=CC=C1)C1=CC=CC=C1)C#N 4,4-dicyano-3,5-diphenyl-pyrrolidine vinyl-myristate